2-[2-(4-cyano-phenyl)-benzimidazol-1-yl]-2,N-dicyclohexyl-acetamide hydrochloride Cl.C(#N)C1=CC=C(C=C1)C1=NC2=C(N1C(C(=O)NC1CCCCC1)C1CCCCC1)C=CC=C2